dimethyl-4-morpholineethaneamine CC1(N(CCOC1)CCN)C